Tin dineodecanoate C(CCCCCC(C)(C)C)(=O)[O-].C(CCCCCC(C)(C)C)(=O)[O-].[Sn+2]